ethyl 2-(2-((3'-amino-1-isopropyl-1H,1'H-[5,6'-biindazol]-3-yl)methoxy)phenyl)acetate NC1=NNC2=CC(=CC=C12)C=1C=C2C(=NN(C2=CC1)C(C)C)COC1=C(C=CC=C1)CC(=O)OCC